8-cyclopentyl-9-(4-(4-(dimethoxymethyl)piperidin-1-yl)phenyl)-6,7-dihydro-5H-benzo[7]annulene-3-carboxylic acid C1(CCCC1)C=1CCCC2=C(C1C1=CC=C(C=C1)N1CCC(CC1)C(OC)OC)C=CC(=C2)C(=O)O